C(C)(C)(C)OC(=O)N1CCN(CC1)C(C1=C(C=C(C=C1)NC(=O)C=1N(C(=CN1)Br)C)F)=O 4-[4-[(5-bromo-1-methyl-imidazole-2-carbonyl)amino]-2-fluoro-benzoyl]piperazine-1-carboxylic acid tert-butyl ester